(S)-N-(5-(2-amino-[1,2,4]triazolo[1,5-a]pyridin-6-yl)-2-methoxypyridin-3-yl)-3-(3,5-difluorophenyl)isooxazolidine-2-carboxamide NC1=NN2C(C=CC(=C2)C=2C=C(C(=NC2)OC)NC(=O)N2OCC[C@H]2C2=CC(=CC(=C2)F)F)=N1